N1=COC2=C1C=CN2 oxazolopyrrole